FC=1C=C(C=NC1)NC(=O)[C@@H]1CC12CCN(CC2)C(=O)OC(C(F)(F)F)C(F)(F)F |o1:10| 1,1,1,3,3,3-hexafluoro-propan-2-yl (R or S)-1-((5-fluoropyridin-3-yl)carbamoyl)-6-azaspiro[2.5]octane-6-carboxylate